2-(4-bromo-6-methyl-1-(tetrahydro-2H-pyran-2-yl)-1H-indazol-5-yl)acetonitrile BrC1=C2C=NN(C2=CC(=C1CC#N)C)C1OCCCC1